4,4,4-trifluoro-1-butene FC(CC=C)(F)F